(3R)-3-(4-chlorophenyl)-2-[(5-chloropyridin-2-yl)methyl]-6-[1-hydroxy-1-(pyridin-3-yl)ethyl]-3-methoxy-2,3-dihydro-1H-isoindol-1-one ClC1=CC=C(C=C1)[C@@]1(N(C(C2=CC(=CC=C12)C(C)(C=1C=NC=CC1)O)=O)CC1=NC=C(C=C1)Cl)OC